C1=CC=CC=2C=CC=3C(=C4C=CC5=C(C4=NC3C21)C=CC=C5)C=5C=C(C=CC5)C5=CC=C(C=C5)P(C5=CC=CC=C5)(C5=CC=CC=C5)=O (3'-(Dibenzo[c,h]acridin-7-yl)-[1,1'-biphenyl]-4-yl)-diphenylphosphin oxid